C1(CC1)C1=CC(=NN1)C1(NC(=NC2=CC(=C(C=C12)OC)OCCCN1CCCC1)N)N 4-(5-cyclopropyl-1H-pyrazol-3-yl)-6-methoxy-7-(3-(pyrrolidin-1-yl)propoxy)quinazoline-2,4-diamine